C1(CC1)NC1=NC(=C(C(=C1C#N)C=1C=NC(=CC1)OC[C@@H](C)OC([2H])([2H])[2H])C#N)SCC1COC1 |r| 2-(cyclopropylamino)-6-(oxetan-3-ylmethylsulfanyl)-4-[6-[rac-(2R)-2-(trideuteriomethoxy)propoxy]-3-pyridyl]pyridine-3,5-dicarbonitrile